N-(1-methyl-1H-tetrazol-5-yl)-2-((((2-methyl-2H-tetrazol-5-yl)methyl)thio)methyl)-6-(trifluoromethyl)nicotinamide CN1N=NN=C1NC(C1=C(N=C(C=C1)C(F)(F)F)CSCC=1N=NN(N1)C)=O